N-[2,4-difluoro-3-[1-(1,2-oxazol-5-yl)imidazo[1,5-a]pyridin-6-yl]phenyl]-5-fluoro-2-methoxypyridine-3-sulfonamide FC1=C(C=CC(=C1C=1C=CC=2N(C1)C=NC2C2=CC=NO2)F)NS(=O)(=O)C=2C(=NC=C(C2)F)OC